tert-butyl 3-formyl-4-(((2-(trimethylsilyl)ethoxy)carbonyl)amino)pyrrolidine-1-carboxylate C(=O)C1CN(CC1NC(=O)OCC[Si](C)(C)C)C(=O)OC(C)(C)C